C(C1=CC=CC=C1)N1N=NC=C1C1=CC=C(CCNC(=O)C2=CC3=C(S(C4=C(C(N3)=O)C=CC=C4)(=O)=O)C=C2)C=C1 N-(4-(1-benzyl-1H-1,2,3-triazol-5-yl)phenethyl)-11-oxo-10,11-dihydrodibenzo[b,f][1,4]thiazepine-8-carboxamide 5,5-dioxide